C1(=CC=CC=C1)NC(C1=CC=NC=C1)=O N-(phenyl)isonicotinamide